(E)-4-hydroxy-N-(4-((E)-3-(2-methoxyphenyl)acrylamido)butyl)-2-methylbut-2-enamide OC/C=C(/C(=O)NCCCCNC(\C=C\C1=C(C=CC=C1)OC)=O)\C